(R)-2-(4-((1-methylpiperidin-3-yl)thio)pyrido[3,4-d]pyridazin-1-yl)-5-(trifluoromethyl)phenol CN1C[C@@H](CCC1)SC=1N=NC(=C2C1C=NC=C2)C2=C(C=C(C=C2)C(F)(F)F)O